C(C=C)(=O)NC(CS(=O)(=O)[O-])(C)C.[Na+] sodium 2-acrylamido-2,2-dimethylethanesulfonate